FC=1C=C(C=CC1CN1C(=NC=C1)C(C)C)C1=C(SC(=C1)CC(C)C)S(=O)(=O)NC(=O)NCCCC(F)(F)F 1-{[3-(3-fluoro-4-{[2-(propan-2-yl)-1H-imidazol-1-yl]Methyl}phenyl)-5-(2-methylpropyl)Thien-2-yl]Sulfonyl}-3-(4,4,4-trifluorobutyl)urea